C(C)[C@@H]1C[C@H](CN1N1C=NC=2C1=C1C(=NC2)NC=C1)CC#N 2-((3S,5R)-5-ethyl-1-(imidazo[4,5-d]pyrrolo[2,3-b]pyridin-1(6H)-yl)pyrrolidin-3-yl)acetonitrile